7-(2,5-dimethyl-4-(8-methyl-6-(trifluoromethyl)-1,5-naphthyridin-2-yl)phenyl)-1-methyl-6,7-dihydro-1H-pyrazolo[3,4-f][1,4]oxazepin-8(5H)-one CC1=C(C=C(C(=C1)C1=NC2=C(C=C(N=C2C=C1)C(F)(F)F)C)C)N1CCOC2=C(C1=O)N(N=C2)C